FC1=CC=C(OC2=CC=C(C=C2)C2=CC(=CC(=N2)C(=O)N)NCCN2C(NCC2)=O)C=C1 6-(4-(4-fluorophenoxy)phenyl)-4-((2-(2-oxoimidazolidin-1-yl)ethyl)amino)picolinamide